ClC1=NNC2=C1C=NC=C2C=O 3-CHLORO-1H-PYRAZOLO[4,3-C]PYRIDINE-7-CARBALDEHYDE